CN([C@H]1[C@H](NCC1)C)CCCCCC1=NC=2NCCCC2C=C1 (2R,3R)-N,2-dimethyl-N-(5-(5,6,7,8-tetrahydro-1,8-naphthyridin-2-yl)pentyl)pyrrolidin-3-amine